C(C1=CC=CC=C1)OC(=O)NC1(COC1)C(=O)O 3-(((benzyloxy)carbonyl)amino)oxetane-3-carboxylic acid